3-amino-N-[(3R)-7-[(3S,4S)-3-amino-4-methoxypyrrolidin-1-yl]-6-cyano-5-fluoro-3,4-dihydro-2H-1-benzopyran-3-yl]-6-methylthieno[2,3-b]pyridine-2-carboxamide NC1=C(SC2=NC(=CC=C21)C)C(=O)N[C@H]2COC1=C(C2)C(=C(C(=C1)N1C[C@@H]([C@H](C1)OC)N)C#N)F